N-{6-[(2,3-Dihydro-benzo[1,4]dioxin-6-ylmethyl)-amino]-2-pyrrolidin-1-yl-pyridin-3-yl}-3,3-dimethyl-butyramide O1CCOC2=C1C=CC(=C2)CNC2=CC=C(C(=N2)N2CCCC2)NC(CC(C)(C)C)=O